NC1=NC=C(C=C1O[C@H](C)C=1C=C(C=CC1)NC(C1=C(C=CC(=C1)S(=O)(=O)C)OC)=O)Cl (R)-N-(3-(1-((2-Amino-5-chloropyridin-3-yl)oxy)ethyl)phenyl)-2-methoxy-5-(methylsulfonyl)benzamid